sodium 10-hydroxy-decanoate OCCCCCCCCCC(=O)[O-].[Na+]